[4-(4-hydroxyphenyl)cyclohexylidene]bis(2,6-dimethylphenol) OC1=CC=C(C=C1)C1CCC(CC1)(C=1C(=C(C(=CC1)C)O)C)C=1C(=C(C(=CC1)C)O)C